3-[(2-methoxyphenyl)(methanesulfonyl)methyl]-1H-indole COC1=C(C=CC=C1)C(C1=CNC2=CC=CC=C12)S(=O)(=O)C